NC1=NC=CC=C1C1=NC=2C(=NC(=CC2)Br)N1C=1C=C2CC[C@@H](C2=CC1)NC(C1=CC(=C(C=C1)O)C=O)=O (S)-N-(5-(2-(2-aminopyridin-3-yl)-5-bromo-3H-imidazo[4,5-b]pyridin-3-yl)-2,3-dihydro-1H-inden-1-yl)-3-formyl-4-hydroxybenzamide